2-(1-acryloyl-4-(6-chloro-7-phenylquinazolin-4-yl)piperazin-2-yl)acetonitrile C(C=C)(=O)N1C(CN(CC1)C1=NC=NC2=CC(=C(C=C12)Cl)C1=CC=CC=C1)CC#N